IC=1C=C(C=CC1)NCCC(=O)O 3-((3-Iodophenyl)amino)propanoic acid